5,10,15,20-tetrakis(4'-methoxyphenyl)porphyrin COC1=CC=C(C=C1)C=1C2=CC=C(N2)C(=C2C=CC(C(=C3C=CC(=C(C=4C=CC1N4)C4=CC=C(C=C4)OC)N3)C3=CC=C(C=C3)OC)=N2)C2=CC=C(C=C2)OC